CC(C)OC1=C(C=C2C=CN=C(C2=C1)OC[C@H]1CNCC1)C(=O)N 7-(prop-2-yloxy)-1-[(3R)-pyrrolidin-3-ylmethoxy]isoquinoline-6-carboxamide